C1(CC1)N1CCNC2=CC=C(C=C12)F 1-cyclopropyl-7-fluoro-1,2,3,4-tetrahydroquinoxaline